3-{1,2-bis[(p-methoxyphenyl)methyl]-3-oxo-1,2-dihydro-3H-indazol-5-yl}-2-[4-(4-methyl-4H-1,2,4-triazol-3-yl)-1-piperidinyl]benzonitrile COC1=CC=C(C=C1)CN1N(C(C2=CC(=CC=C12)C=1C(=C(C#N)C=CC1)N1CCC(CC1)C1=NN=CN1C)=O)CC1=CC=C(C=C1)OC